(14S)-8-[3-(3,3-dimethylbutyl)-2-oxoimidazolidin-1-yl]-12,12-dimethyl-2λ6-thia-3,9,11,18,23-pentaazatetracyclo[17.3.1.111,14.05,10]tetracosa-1(22),5,7,9,19(23),20-hexaene-2,2,4-trione CC(CCN1C(N(CC1)C1=CC=C2C(NS(C3=CC=CC(NCCC[C@H]4CC(N(C2=N1)C4)(C)C)=N3)(=O)=O)=O)=O)(C)C